furo[3,4-b]indole C=1OC=C2NC=3C=CC=CC3C21